C(C)(C)(C)OC(=O)N1CC2(C1)CC(C2)CC2=C(C=C(C=C2)F)C(F)(F)F 6-[[4-fluoro-2-(trifluoromethyl)phenyl]methyl]-2-azaspiro[3.3]heptane-2-carboxylic acid tert-butyl ester